4-amino-1-[(2R,3R,4R,5R)-5-(chloromethyl)-3-fluoro-4-hydroxy-5-(hydroxymethyl)oxolan-2-yl]pyrimidin-2-one NC1=NC(N(C=C1)[C@@H]1O[C@@]([C@H]([C@H]1F)O)(CO)CCl)=O